N-((R)-1-(2-methyl-3-(trifluoromethyl)phenyl)ethyl)-4-(((1R,5s,8R)-3-methyl-3-azabicyclo[3.2.1]oct-8-yl)amino)-6-oxo-1-(tetrahydro-2H-pyran-4-yl)-1,6-dihydropyridine-3-carboxamide CC1=C(C=CC=C1C(F)(F)F)[C@@H](C)NC(=O)C1=CN(C(C=C1NC1[C@H]2CN(C[C@@H]1CC2)C)=O)C2CCOCC2